N-(2-aminoethyl)-1-aminoethyl-triethoxysilane NCCNC(C)[Si](OCC)(OCC)OCC